NC=1C=C2C(N(C=NC2=CC1C)C1=NC(=CC=C1)C1=NN=CN1C(C)C)=O 6-amino-3-(6-(4-isopropyl-4H-1,2,4-triazol-3-yl)pyridin-2-yl)-7-methylquinazolin-4(3H)-one